C(C)(C)(C)OC(=O)NCC1CCC(CC1)C(=O)N[C@H](C(=O)O)CC1=CC(=CC=C1)I (S)-2-((1r,4S)-4-(((tert-butoxycarbonyl)amino)methyl)cyclohexane-1-carboxamido)-3-(3-iodophenyl)propanoic acid